CN1N=NC(=C1)OC1=CC(=CC=C1)C(F)(F)F 1-Methyl-4-(3-(trifluoromethyl)phenoxy)-1H-1,2,3-triazole